1-(2,3-difluorobenzyl)piperidin FC1=C(CN2CCCCC2)C=CC=C1F